O.[Fe].[Al] aluminum iron water